(3R,4S)-1-(benzylsulfonyl)-4-(3-(methoxy-d3)phenyl)-3-((methyl(methyl-d3)amino)methyl)piperidin-4-ylbenzoate C(C1=CC=CC=C1)S(=O)(=O)N1C[C@H]([C@@](CC1)(C1=CC(=CC=C1)OC([2H])([2H])[2H])OC(C1=CC=CC=C1)=O)CN(C([2H])([2H])[2H])C